C(C)(=O)OCC[C@@H](CCC)S |r| (+-)-3-MERCAPTOHEXYL ACETATE